4-Hydroxy-1,5-dimethyl-2-oxo-N-[5-(trifluoromethyl)-2-pyridyl]-6,7-dihydro-5H-cyclopenta[b]pyridine-3-carboxamide OC=1C2=C(N(C(C1C(=O)NC1=NC=C(C=C1)C(F)(F)F)=O)C)CCC2C